1,3-dimethylimidazolium CN1C=[N+](C=C1)C